ClC=1C=C(C=CC1F)NC1=NC=NC2=CC(=C(C=C12)OCCCN1CCN(CC1)CC1=CC=C(C=N1)N1C(NC(CC1)=O)=O)OC 1-(6-((4-(3-((4-((3-chloro-4-fluorophenyl)amino)-7-methoxyquinazolin-6-yl)oxy)propyl)piperazin-1-yl)methyl)pyridin-3-yl)dihydropyrimidine-2,4(1H,3H)-dione